O1C=C(C=C1)C1=C(C=C2C=NN(C2=C1)CC(C)(C)O)NC(=O)C=1N=C(SC1)C1=CC=NC=C1 N-(6-(furan-3-yl)-1-(2-hydroxy-2-methylpropyl)-1H-indazol-5-yl)-2-(pyridin-4-yl)thiazole-4-carboxamide